C[C@@H]1[C@@H](N(C2CC1C2)C(=O)C2=NC(=CC=C2N2N=CC=N2)C)CNC=2OC1=C(N2)C=CC=C1 N-{[(3R,4S)-4-Methyl-2-[6-methyl-3-(2H-1,2,3-triazol-2-yl)pyridin-2-carbonyl]-2-azabicyclo[3.1.1]heptan-3-yl]methyl}-1,3-benzoxazol-2-amin